FC1=C(COC=2C=C3C(C(N(C3=CC2)C)=O)=O)C=CC=C1 5-((2-fluorobenzyl)oxy)-1-methylindole-2,3-dione